4-chloro-N-((6-cyclopropylimidazo[1,2-a]pyridin-2-yl)methyl)pyrimidin-2-amine ClC1=NC(=NC=C1)NCC=1N=C2N(C=C(C=C2)C2CC2)C1